2,4-dibromo-1H-imidazole BrC=1NC=C(N1)Br